3-(2-Benzenesulfonamido-2-{4H,5H,6H,7H-[1,3]thiazolo[5,4-c]pyridin-2-yl}ethyl)benzene-1-carboximidamide C1(=CC=CC=C1)S(=O)(=O)NC(CC=1C=C(C=CC1)C(N)=N)C=1SC=2CNCCC2N1